4-(2-(4-(diphenylamino)phenyl)-4,5-diphenyl-1H-imidazol-1-yl)phenyl acetate C(C)(=O)OC1=CC=C(C=C1)N1C(=NC(=C1C1=CC=CC=C1)C1=CC=CC=C1)C1=CC=C(C=C1)N(C1=CC=CC=C1)C1=CC=CC=C1